C(CCCCCCCCCCC)C1=CC(=CC=C1)OC1=CC(=CC=C1)CCCCCCCCCCCC 1-dodecyl-3-(3-dodecylphenoxy)benzene